ClC1=C(C=C(C=C1OC)OC)C1=NC(=NC(=C1C1=C(C=C(C=C1F)F)F)C)C 4-(2-chloro-3,5-dimethoxyphenyl)-2,6-dimethyl-5-(2,4,6-trifluorophenyl)pyrimidine